(R)-2-amino-N-((3S,5S)-1-(8-cyanoquinoxalin-5-yl)-5-cyclopropylpiperidin-3-yl)-3,3,3-trifluoropropionamide N[C@H](C(=O)N[C@@H]1CN(C[C@@H](C1)C1CC1)C1=C2N=CC=NC2=C(C=C1)C#N)C(F)(F)F